8,8'-(METHYLAZANEDIYL)BIS(N,N-DIDODECYLOCTANAMIDE) CN(CCCCCCCC(=O)N(CCCCCCCCCCCC)CCCCCCCCCCCC)CCCCCCCC(=O)N(CCCCCCCCCCCC)CCCCCCCCCCCC